C(C)(=O)O[Si](OC)(CCCl)OC(C)=O Diacetyloxy(2-chloroethyl)methoxysilan